5-iodo-7-((trans)-2-(piperidin-4-yl)-1,3-dioxan-5-yl)-7H-pyrrolo[2,3-d]pyrimidin-4-amine IC1=CN(C=2N=CN=C(C21)N)[C@H]2CO[C@@H](OC2)C2CCNCC2